(S)-(6-Chlorochroman-3-yl)(1-(2-(dimethylamino)ethyl)-6-(3-methoxy-1H-pyrazol-4-yl)-1H-indazol-3-yl)methanone ClC=1C=C2C[C@@H](COC2=CC1)C(=O)C1=NN(C2=CC(=CC=C12)C=1C(=NNC1)OC)CCN(C)C